(2S)-2-((tert-butoxycarbonyl)amino)-4-((3-fluoro-2-methoxypropyl)(4-(5,6,7,8-tetrahydro-1,8-naphthyridin-2-yl)butyl)amino)butanoic acid C(C)(C)(C)OC(=O)N[C@H](C(=O)O)CCN(CCCCC1=NC=2NCCCC2C=C1)CC(CF)OC